C(C)OC(=O)C1(C(NC1)C)C1=CC(=C(C=C1)F)F 3-(3,4-difluorophenyl)-2-methylazetidine-3-carboxylic acid ethyl ester